2-(4-(4-(aminomethyl)-1-oxo-1,2-dihydrophthalazin-6-yl)-1-methyl-1H-pyrazol-5-yl)-6-cyclopropoxy-3-fluoro-4-(pyrrolidin-1-yl)benzonitrile NCC1=NNC(C2=CC=C(C=C12)C=1C=NN(C1C1=C(C#N)C(=CC(=C1F)N1CCCC1)OC1CC1)C)=O